NC=1C=C2C(=C(NC2=C(C1C(=O)C1=C(C=CC(=C1)F)Cl)Br)C)C1CC1 (5-amino-7-bromo-3-cyclopropyl-2-methylindol-6-yl)(2-chloro-5-fluorophenyl)methanone